N-methyl-N-[(2R,4R)-2-methylpiperidin-4-yl]-6-[7-(pyrazol-1-yl)-3H-1,2,3-benzotriazol-4-yl]pyridazin-3-amine CN(C=1N=NC(=CC1)C1=CC=C(C=2N=NNC21)N2N=CC=C2)[C@H]2C[C@H](NCC2)C